C1(=CC=CC=C1)N1CC2(C(C1)N)CCNCC2 2-phenyl-2,8-diazaspiro[4.5]decan-4-amine